FC=1C=CC(=NC1)NC(=O)C=1C(CC(CC1O)C1=CC=C(C=C1)C(F)(F)F)=O N-(5-fluoropyridin-2-yl)-5-hydroxy-3-oxo-4'-(trifluoromethyl)-1,2,3,6-tetrahydro-[1,1'-biphenyl]-4-carboxamide